1-(3,5-Dimethoxyphenyl)-N-(4-hydroxy-2-methylbutan-2-yl)-7-methoxy-N-methyl-8-(1-methyl-1H-pyrazol-3-yl)-1,4-dihydrobenzopyrano[4,3-c]pyrazole-3-carboxamide COC=1C=C(C=C(C1)OC)N1N=C(C2=C1C1=C(OC2)C=C(C(=C1)C1=NN(C=C1)C)OC)C(=O)N(C)C(C)(CCO)C